5-Bromo-2-(2,2,2-trifluoro-1-(pyrrolidin-1-yl)ethyl)pyridine BrC=1C=CC(=NC1)C(C(F)(F)F)N1CCCC1